tert-butyl ((S)-(7-((S)-(((S)-2-(((benzyloxy)carbonyl)amino)-3,3,3-trifluoropropyl)amino)(1-cyanocyclobutyl)methyl)imidazo[1,2-b]pyridazin-2-yl)(4,4-difluorocyclohexyl)methyl)carbamate C(C1=CC=CC=C1)OC(=O)N[C@@H](CN[C@@H](C1=CC=2N(N=C1)C=C(N2)[C@H](C2CCC(CC2)(F)F)NC(OC(C)(C)C)=O)C2(CCC2)C#N)C(F)(F)F